5-cyano-N-(3-(2-isopropyloxazol-5-yl)-1H-indazol-5-yl)-3,4-dimethylpicolinamide C(#N)C=1C(=C(C(=NC1)C(=O)NC=1C=C2C(=NNC2=CC1)C1=CN=C(O1)C(C)C)C)C